C1(CC1)[C@@H](C(F)(F)C=1C(=C(C=CC1)[C@@H](C)NC=1C2=C(N=C(N1)C)C=NC(=C2)P(C)(C)=O)F)O |o1:3| (4-(((R)-1-(3-((S or R)-2-cyclopropyl-1,1-difluoro-2-hydroxyethyl)-2-fluorophenyl)ethyl)amino)-2-methylpyrido[3,4-d]pyrimidin-6-yl)dimethylphosphine oxide